CC(CCC(C)=O)C 5-methyl-hexanone